tert-butyl (2R)-2-[[4-(cyclopropanecarbonylamino)-2-(4,4,5,5-tetramethyl-1,3,2-dioxaborolan-2-yl)phenoxy]methyl]azetidine-1-carboxylate C1(CC1)C(=O)NC1=CC(=C(OC[C@@H]2N(CC2)C(=O)OC(C)(C)C)C=C1)B1OC(C(O1)(C)C)(C)C